C(C)(C)(C)OC(N(C)[C@H]1CN(CCC1)CC1=CC(=NC=C1)C#N)=O.FC=1N=C(SC1CN1C[C@H](CCC1)CC1=CC(=NC=C1)OC)NC(C)=O (R)-N-(4-fluoro-5-((3-((2-methoxypyridin-4-yl)methyl)piperidin-1-yl)methyl)thiazol-2-yl)acetamide tert-butyl-(R)-(1-((2-cyanopyridin-4-yl)methyl)piperidin-3-yl)(methyl)carbamate